tetrabutyl-silanediamine C(CCC)N([SiH2]N(CCCC)CCCC)CCCC